5'-((6-cyano-1-methyl-2-oxo-1,2-dihydro-1,5-naphthyridin-4-yl)(cyclopropylmethyl)amino)-2'-cyclopropyl-[1,1'-biphenyl]-4-carboxamide C(#N)C=1N=C2C(=CC(N(C2=CC1)C)=O)N(C=1C=CC(=C(C1)C1=CC=C(C=C1)C(=O)N)C1CC1)CC1CC1